2-Ethyl-3-hydroxy-6-methylpyridin C(C)C1=NC(=CC=C1O)C